Racemic-1,4-diazabicyclo[3.2.1]octan-4-yl-[1-(4-methoxyphenyl)-1,4,6,7-tetrahydropyrano[4,3-c]pyrazol-3-yl]methanone N12CCN([C@H](CC1)C2)C(=O)C=2C1=C(N(N2)C2=CC=C(C=C2)OC)CCOC1 |r|